O=S1(C2=C(OC3(CN1CC1=C(C=CC(=N1)[C@@H](CC(=O)O)C1=C(C4=C(N(N=N4)CC)C=C1)C)C)COC3)N=CC=C2)=O (S)-3-(6-((1',1'-Dioxidospiro[oxetane-3,4'-pyrido[2,3-b][1,4,5]oxathiazepin]-2'(3'H)-yl)methyl)-5-methylpyridin-2-yl)-3-(1-ethyl-4-methyl-1H-benzo[d][1,2,3]triazol-5-yl)propanoic acid